Ethylene Di(thiotosylate) S(=S)(=O)(OCCOS(=S)(=O)C1=CC=C(C)C=C1)C1=CC=C(C)C=C1